NC1CN(C1)C1=NC=CC(=C1)C1=CC=C(C=C1)S(=O)(=O)C1CCC(CC1)C=1C(=NC=C(C1)C(F)(F)F)N (4-((4-(2-(3-aminoazetidin-1-yl)pyridin-4-yl)phenyl)sulfonyl)cyclohexyl)-5-(trifluoromethyl)pyridin-2-amine